N1(CCOCC1)CCOC=1C=C(C=CC1)C1=NC=CC2=C1N=C(N=C2)NC2=CC=C(C=C2)N2CCNCC2 8-(3-(2-morpholinylethoxy)phenyl)-N-(4-(piperazin-1-yl)phenyl)pyrido[3,4-d]pyrimidin-2-amine